2-[6-[(3-chloro-5-fluoro-2-pyridyl)methyl]-2-azaspiro[3.3]heptane-2-carbonyl]-8-oxa-2,5-diazaspiro[3.5]nonan-6-one ClC=1C(=NC=C(C1)F)CC1CC2(CN(C2)C(=O)N2CC3(C2)NC(COC3)=O)C1